FC(C(C)(O[Si](CC)(CC)CC)C)(F)C=1C(=C(C=CC1)[C@@H](C)NC=1C2=C(N=C(N1)C)C=NC(=C2)P(C)C)F N-[(1R)-1-(3-{1,1-difluoro-2-methyl-2-[(triethylsilyl)oxy]propyl}-2-fluorophenyl)ethyl]-6-(dimethylphosphino)-2-methylpyrido[3,4-d]pyrimidin-4-amine